CN1CC(OCC1)COC1CNCC1 4-methyl-2-(pyrrolidine-3-yloxymethyl)morpholine